2-[5-(3-chloro-2-piperazin-1-yl-6-quinolinyl)triazol-1-yl]-N,N-dimethyl-ethylamine dihydrochloride Cl.Cl.ClC=1C(=NC2=CC=C(C=C2C1)C1=CN=NN1CCN(C)C)N1CCNCC1